3-(5-fluoro-1,3-dioxo-2-isoindolinyl)piperidine-2,6-dione FC=1C=C2C(N(C(C2=CC1)=O)C1C(NC(CC1)=O)=O)=O